(2S)-2-[(2S)-6-(diethylamino)-2-acetamidohexanamido]-3-hydroxypropanoic acid C(C)N(CCCC[C@@H](C(=O)N[C@H](C(=O)O)CO)NC(C)=O)CC